5-[(2-fluoro-4-bromophenyl)difluoromethoxy]-1,2,3-trifluorobenzene FC1=C(C=CC(=C1)Br)C(OC=1C=C(C(=C(C1)F)F)F)(F)F